C(CC)=O propan-aldehyde